1-(1-(pyrimidin-2-yl)-1H-1,2,4-triazol-5-yl)ethan-1-amine N1=C(N=CC=C1)N1N=CN=C1C(C)N